1-acetyl-N-(2-methoxy-5-((3-(trifluoromethyl)benzyl)oxy)phenyl)-5-oxopyrrolidine-2-carboxamide C(C)(=O)N1C(CCC1=O)C(=O)NC1=C(C=CC(=C1)OCC1=CC(=CC=C1)C(F)(F)F)OC